FC1=CC=C(C=C1)P(=O)(C1=CC=C(C=C1)F)C1OC2=CC=CC=C2C(C1)=O 2-(bis(4-fluorophenyl)phosphoryl)-chroman-4-one